N-(1-(3-chlorophenyl)-2-methylpropan-2-yl)-1-methyl-1H-pyrrolo[2,3-b]pyridine-5-carboxamide ClC=1C=C(C=CC1)CC(C)(C)NC(=O)C=1C=C2C(=NC1)N(C=C2)C